FC1=C(C=CC(=C1)F)[C@@H](C)NC([C@@H](CC1=CC=CC=C1)N1S(C2=C(NC1=O)C=CC=C2)(=O)=O)=O (R)-N-((R)-1-(2,4-difluorophenyl)ethyl)-2-(1,1-dioxido-3-oxo-3,4-dihydro-2H-benzo[e][1,2,4]thiadiazin-2-yl)-3-phenylpropanamide